BrCCC1(OCCO1)C bromoethyl-2-methyl-1,3-dioxolane